FC(CN1N=NC(=C1)C(=O)NC)CCC=1N=NC(=CC1)NC(CC1=NC=CC(=C1)C1=CC(=CC=C1)OC(F)(F)F)=O 1-(2-fluoro-4-(6-(2-(4-(3-(trifluoromethoxy)phenyl)pyridin-2-yl)acetamido)pyridazin-3-yl)butyl)-N-methyl-1H-1,2,3-triazole-4-carboxamide